COCCN1C(=NC2=C1C=C(C=C2)C(=O)O)CN2CCC(CC2)C2=NC(=CC=C2)OCC2=C(C(=C(C(=C2F)F)F)F)F 1-(2-methoxyethyl)-2-((4-(6-((perfluorophenyl)methoxy)pyridin-2-yl)piperidin-1-yl)methyl)-1H-benzo[d]imidazole-6-carboxylic acid